2-(8-(3,4-dimethoxyphenyl)-7-oxo-1,4-dioxaspiro[4.5]decan-8-yl)acetonitrile COC=1C=C(C=CC1OC)C1(C(CC2(OCCO2)CC1)=O)CC#N